3,3'-[1,4,7-triazonane-1,4-diylbis(methylene)]bis[N-(1,2-dihydroxyethyl)-2-hydroxy-5-methyl-benzamide] N1(CCN(CCNCC1)CC=1C(=C(C(=O)NC(CO)O)C=C(C1)C)O)CC=1C(=C(C(=O)NC(CO)O)C=C(C1)C)O